2-chloro-4-fluoro-pyridine-N-oxide ClC1=[N+](C=CC(=C1)F)[O-]